CC(C(=O)OC)CC=O.CC(C(=O)OC)CC=O dimethyl bis(2-methyl-4-oxobutyrate)